O[C@@H]1C[C@H](N[C@@H](C1)C)CC#N 2-[(2R,4S,6R)-4-Hydroxy-6-methylpiperidin-2-yl]acetonitrile